(S or R)-3-(2-(3-(ethoxymethyl)-3-(2-(3-methylthiophen-2-yl)ethyl)pyrrolidin-1-yl)propan-2-yl)pyridine C(C)OC[C@@]1(CN(CC1)C(C)(C)C=1C=NC=CC1)CCC=1SC=CC1C |o1:4|